2-(methylthio)benzeneboronic acid CSC1=C(C=CC=C1)B(O)O